OC(CON1C(CC(CC1(C)C)OC(CCCCCCCCCCCCCCCCC)=O)(C)C)(C)C 1-(2-hydroxy-2-methylpropoxy)-4-octadecanoyloxy-2,2,6,6-tetramethyl-piperidine